2-[4-cyclopropyl-6-(difluoromethoxy)pyrimidin-5-yl]-4-[[4-[1-cyclopropyl-4-(trifluoromethyl)imidazol-2-yl]phenyl]methoxy]-5-methoxy-pyrimidine C1(CC1)C1=NC=NC(=C1C1=NC=C(C(=N1)OCC1=CC=C(C=C1)C=1N(C=C(N1)C(F)(F)F)C1CC1)OC)OC(F)F